NC=1C=C2CC(C(C2=CC1)=O)=CC=1C=CC=2N(C3=CC=CC=C3C2C1)CC 5-amino-2-((9-ethyl-9H-carbazol-3-yl)methylene)-2,3-dihydro-1H-indene-1-one